6-fluoro-2-methyl-N-(2-nitrophenyl)pyridin-3-amine FC1=CC=C(C(=N1)C)NC1=C(C=CC=C1)[N+](=O)[O-]